CCCCCCCCCCCCCC(=O)OCC The molecule is a long-chain fatty acid ethyl ester resulting from the formal condensation of the carboxy group of myristic acid with the hydroxy group of ethanol.